1-(4-Chlorophenyl)-3-(5-phenylpyridin-3-yl)urea ClC1=CC=C(C=C1)NC(=O)NC=1C=NC=C(C1)C1=CC=CC=C1